FC1=C(C=C(C(=C1)C(CO)(C)C)O)CC(=O)NC1=CC=C(S1)C(=O)NC1(CC1)C(F)(F)F 5-[[2-[2-Fluoro-5-hydroxy-4-(2-hydroxy-1,1-dimethyl-ethyl)phenyl]acetyl]amino]-N-[1-(trifluoromethyl)cyclopropyl]thiophene-2-carboxamide